C(C1=CC=CC=C1)O[C@]1(C2=NN=C(C=3C(=CC(=C(O[C@@H](CC(CCC1)O)C)N3)C(F)(F)F)NC(OC(C)(C)C)=O)O2)C(F)(F)F tert-butyl N-[(6R,12R)-6-benzyloxy-10-hydroxy-12-methyl-6,15-bis(trifluoromethyl)-13,19-dioxa-3,4,18-triazatricyclo[12.3.1.12,5]nonadeca-1(18),2,4,14,16-pentaen-17-yl]carbamate